ClC1=C(C(=C(C=C1)N1N=NC(=C1)C(=O)N)I)F 1-(4-chloro-3-fluoro-2-iodophenyl)-1H-1,2,3-triazole-4-carboxamide